CN1CCN(CC1)C1=CC2=C(NC(=N2)C=2C=CC(=C3C=NC(C23)=O)C=2C=NN3C2CCCC3)C=C1 7-(5-(4-methylpiperazin-1-yl)-1H-benzo[d]imidazol-2-yl)-4-(4,5,6,7-tetrahydropyrazolo[1,5-a]pyridin-3-yl)isoindol-1-one